(4-((4-(4-(trifluoromethyl)thiazol-2-yl)piperazin-1-yl)sulfonyl)phenyl)acetamide FC(C=1N=C(SC1)N1CCN(CC1)S(=O)(=O)C1=CC=C(C=C1)CC(=O)N)(F)F